C1N(CC12CCCCC2)C(=O)O.ClC=2C=C(C=C(C2)C2=NCCN2)NC(=O)NC2=CC(=CC(=C2)Cl)C=2NCCN2 N-[3-chloro-5-(4,5-dihydro-3H-imidazol-2-yl)phenyl]-1-{[5-chloro-3-(4,5-dihydro-1H-imidazol-2-yl)phenyl]amino}methanamide 2-Azaspiro[3.5]Nonane-2-carboxylate